methylenebis[N-(1-methylpropyl)aniline] C(N(C1=CC=CC=C1)C(CC)C)N(C1=CC=CC=C1)C(CC)C